OC1=CC=C(C=C1)C(CC1=C(C=C(C=C1)O)O)CC 4-[2-(4-Hydroxyphenyl)butyl]benzene-1,3-diol